3-(3-(1-(2-(2-fluoro-5-((6-fluoro-4-(methylsulfonyl)-1H-indol-5-yl)oxy)phenyl)-1H-imidazol-5-yl)cyclobutyl)phenyl)propanoic acid FC1=C(C=C(C=C1)OC=1C(=C2C=CNC2=CC1F)S(=O)(=O)C)C=1NC(=CN1)C1(CCC1)C=1C=C(C=CC1)CCC(=O)O